C(C)(C)(C)OC(=O)N1C(CCCC1)OCC1OC(OC1)(C)C ((2,2-dimethyl-1,3-dioxolan-4-yl)methoxy)piperidine-1-carboxylic acid tert-butyl ester